C1(CCCC1)N1C(OC2=C1C=CC=C2)S N-cyclopentyl-2-sulfanyl-1,3-benzoxazole